ClC=1C=CC=C2C(C=C(OC12)C1=C(OC2CC(C2)C(=O)NS(=O)(=O)C)C=C(C(=C1)OC)OC)=O 3-[2-(8-chloro-4-oxo-chromen-2-yl)-4,5-dimethoxy-phenoxy]-N-methylsulfonyl-cyclobutanecarboxamide